C(#C)C1(C(CCCC1)=O)C 2-ethynyl-2-methylcyclohexan-1-one